[NH4+].FC1=C(C(C(=O)O)=CC(=C1)N)C(=O)O 3-fluoro-5-aminophthalic acid ammonium